COC(C(CC)C1=CC=CC=C1)=O 2-phenylbutyric acid methyl ester